tert-butyl 4-[2-[4-[4-(1,1-dioxo-1,2-thiazolidin-2-yl)-2-(6-methyl-7-oxo-1H-pyrrolo[2,3-c]pyridin-4-yl)phenoxy]phenyl]ethyl]piperidine-1-carboxylate O=S1(N(CCC1)C1=CC(=C(OC2=CC=C(C=C2)CCC2CCN(CC2)C(=O)OC(C)(C)C)C=C1)C=1C2=C(C(N(C1)C)=O)NC=C2)=O